4-bromo-1,1'-biphenyl-2,2',3,3',4',5,5',6,6'-d9 BrC1=C(C(=C(C(=C1[2H])[2H])C1=C(C(=C(C(=C1[2H])[2H])[2H])[2H])[2H])[2H])[2H]